2-aminoterephthalic acid disodium salt [Na+].[Na+].NC1=C(C(=O)[O-])C=CC(=C1)C(=O)[O-]